[Cl-].CC1=C(N(CC2=CC=CC=C2)C)C=CC=C1 dimethyl-benzyl-aniline chloride